OC=1N=C(N=NC1C(=O)OCC)SC Ethyl 5-hydroxy-3-methylsulfanyl-1,2,4-triazine-6-carboxylate